3-((4-methyl-4H-1,2,4-triazol-3-yl)methyl)cyclobutane-1-carbonitrile CN1C(=NN=C1)CC1CC(C1)C#N